ClC1=NC=C(C=N1)C1(CC(C1)C(=O)OC(C)(C)C)O (cis)-tert-Butyl 3-(2-chloropyrimidin-5-yl)-3-hydroxycyclobutanecarboxylate